tert-Butyl N-[1-(2,6-dioxo-3-piperidyl)benzimidazol-5-yl]carbamate O=C1NC(CCC1N1C=NC2=C1C=CC(=C2)NC(OC(C)(C)C)=O)=O